C1CC12CCN(CC2)C2=C(C(=O)O)C=CC(=C2)Br 2-(6-azaspiro[2.5]oct-6-yl)-4-bromobenzoic acid